(1-(2-fluorobenzoyl)-1H-pyrrol-3-yl)(pyridin-3-yl)methanone FC1=C(C(=O)N2C=C(C=C2)C(=O)C=2C=NC=CC2)C=CC=C1